O.[Zn].[Ca] calcium zinc hydrate